methyl 2-methyl-2-oxo-2-thia-3-azabicyclo[4.4.0]decane-1(6),2,7,9-tetraene-8-carboxylate CS=1(C=2C=CC(=CC2CCN1)C(=O)OC)=O